C(C)(C)(C)OC(=O)N1CCC(CC1)C#CC1=NC=CC(=C1)C1=CN(C2=CN=CC=C21)C2CCOCC2.[N+](=O)([O-])C2=C(CC1=NC=CC=C1)C=CC(=C2)[N+](=O)[O-] 2-(2,4-dinitrobenzyl)pyridine tert-butyl-4-((4-(1-(tetrahydro-2H-pyran-4-yl)-1H-pyrrolo[2,3-c]pyridin-3-yl)pyridin-2-yl)ethynyl)piperidine-1-carboxylate